2,2-Bis-(4-hydroxy-3-chlorophenyl)-propan OC1=C(C=C(C=C1)C(C)(C)C1=CC(=C(C=C1)O)Cl)Cl